o-nitrophenyl-1,3-propanediol [N+](=O)([O-])C1=C(C=CC=C1)C(CCO)O